COC1=CC(=CC2=C1OC(CO2)C=2C=NC(=CC2)OC)CC=2C=NN1C2N=CC=C1 3-((8-methoxy-2-(6-methoxypyridin-3-yl)-2,3-dihydrobenzo[b][1,4]dioxin-6-yl)methyl)pyrazolo[1,5-a]pyrimidine